1-((1-(tert-butyl)-1H-tetrazol-5-yl)(4-methoxyphenyl)methyl)-4-(3,5-dichloropyridin-4-yl)piperazine C(C)(C)(C)N1N=NN=C1C(N1CCN(CC1)C1=C(C=NC=C1Cl)Cl)C1=CC=C(C=C1)OC